N'-hydroxypropionimidamide ON=C(CC)N